NC1=CC(=CC(=N1)NC1=NC=C(C(=O)NC)C(=C1)N[C@H]1[C@H](C1)F)C(F)F 6-((6-amino-4-(difluoromethyl)pyridin-2-yl)amino)-4-(((1R,2S)-2-fluorocyclopropyl)amino)-N-methylnicotinamide